FC1=C2CCN(C2=CC(=C1)F)CC=1C=C(C=C2C(C=C(OC12)N1CCOCC1)=O)C(=O)O 8-[(4,6-difluoroindolin-1-yl)methyl]-2-morpholino-4-oxo-chromene-6-carboxylic acid